IC1=CC(=C(C(=O)NNC(C2=CC=NC(=C2)C)=O)C=C1)N1CCC2(CC2)CC1 N'-(4-iodo-2-(6-azaspiro[2.5]octane-6-yl)benzoyl)-6-methylisoNicotinhydrazide